Ethylphenyl carbamate C(N)(OC1=C(C=CC=C1)CC)=O